COCOC=1C(=CC2=CN(N=C2C1C)C)C1=CC=C2C(=C(C=NC2=N1)N1CCN(CC1)C(=O)OCC1=CC=CC=C1)C(F)(F)F benzyl 4-{7-[6-(methoxymethoxy)-2,7-dimethylindazol-5-yl]-4-(trifluoromethyl)-1,8-naphthyridin-3-yl}piperazine-1-carboxylate